triethylcholine hydroxide [OH-].OCC[N+](CC)(CC)CC